(S)-3-methyl-2-((R)-2-oxo-3-((R)-1-trityl-aziridine-2-carboxamido)pyrrolidin-1-yl)butanoic acid CC([C@@H](C(=O)O)N1C([C@@H](CC1)NC(=O)C1[N@@](C1)C(C1=CC=CC=C1)(C1=CC=CC=C1)C1=CC=CC=C1)=O)C